[Si](C1=CC=CC=C1)(C1=CC=CC=C1)(C(C)(C)C)OCCCOC[C@H]1N(C(OC1)(C)C)C(=O)OC(C)(C)C tert-butyl (4R)-4-[3-[tert-butyl(diphenyl)silyl]oxypropoxymethyl]-2,2-dimethyl-oxazolidine-3-carboxylate